[6-(4-chloroanilino)-2-[(3R)-3-hydroxypyrrolidin-1-yl]-5-nitro-pyrimidin-4-yl]-4-methyl-piperidine-4-carboxamide ClC1=CC=C(NC2=C(C(=NC(=N2)N2C[C@@H](CC2)O)N2CCC(CC2)(C(=O)N)C)[N+](=O)[O-])C=C1